BrC1=C(C=C(C=C1)OC)C(CC1OC2=C(O1)C=CC=C2OC)=O 1-(2-bromo-5-methoxyphenyl)-2-(4-methoxybenzo[d][1,3]dioxol-2-yl)ethan-1-one